2-[(2-methylpropyl)amino]-N-[4-(2-phenylethynyl)phenyl]acetamide CC(CNCC(=O)NC1=CC=C(C=C1)C#CC1=CC=CC=C1)C